(1R,5S)-tert-butyl-3-(7-chloro-8-fluoropyrido[4,3-d]pyrimidin-4-yl)-3,8-diazabicyclo[3.2.1]octane-8-carboxylate C(C)(C)(C)OC(=O)N1[C@H]2CN(C[C@@H]1CC2)C=2C1=C(N=CN2)C(=C(N=C1)Cl)F